N1C=NC(=C1)[C@H](C)C=1C(=C(C=CC1)CO)C (R)-(3-(1-(1H-imidazol-4-yl)ethyl)-2-methylphenyl)methanol